2-(dibenzo[b,d]furan-3-yl)-4-(5-(dibenzo[b,d]furan-4-yl)-[1,1'-biphenyl]-3-yl)-6-phenyl-1,3,5-triazine C1=CC(=CC=2OC3=C(C21)C=CC=C3)C3=NC(=NC(=N3)C=3C=C(C=C(C3)C3=CC=CC2=C3OC3=C2C=CC=C3)C3=CC=CC=C3)C3=CC=CC=C3